C(C#C)OCC1=NC=CC=N1 2-((prop-2-yn-1-yloxy)methyl)pyrimidine